O[C@@H]1[C@@H](C2CC(CC[C@@]2(C2CC[C@@]3(C(CCC3C12)=O)C)C)=O)CO (8S,9S,15S,2R)-9-hydroxy-8-(hydroxymethyl)-2,15-dimethyl-tetracyclo[8.7.0.0<2,7>.0<11,15>]heptadecane-5,14-dione